N-hydroxy-5-(4-(methyl-(4-quinazolinyl)amino)phenoxy)pyrimidine-2-carboxamide ONC(=O)C1=NC=C(C=N1)OC1=CC=C(C=C1)N(C1=NC=NC2=CC=CC=C12)C